4-(bis(4-methoxybenzyl)amino)-6-bromo-2,3-difluorobenzaldehyde COC1=CC=C(CN(C2=C(C(=C(C=O)C(=C2)Br)F)F)CC2=CC=C(C=C2)OC)C=C1